N-(5-((2-(diethylamino)ethyl)amino)quinolin-8-yl)pyrazine-2-carboxamide C(C)N(CCNC1=C2C=CC=NC2=C(C=C1)NC(=O)C1=NC=CN=C1)CC